CC=1N(C(=CC1)C)CC(CO)O 3-(2,5-dimethyl-1H-pyrrol-1-yl)-propan-1,2-diol